OC1=C2C(CC(OC2=CC=C1)C1=CC=C(C=C1)OC)=O 5-hydroxy-4'-methoxyflavanone